ClC=1C=CC(=C(C1)N1C(C(N(CC1)[C@H](C(=O)NC=1C=C2C=C(N(C2=CC1)C)C(=O)OC(C)(C)C)CC1=CC=C(C=C1)[N+](=O)[O-])=O)=O)N1N=NN=C1 Tert-butyl (S)-5-(2-(4-(5-chloro-2-(1H-tetrazol-1-yl) phenyl)-2,3-dioxopiperazin-1-yl)-3-(4-nitrophenyl) propionylamino)-1-methyl-1H-indole-2-carboxylate